tert-butyl ((1r,4r)-4-(((3-cyano-4-(2,6-dimethylmorpholino)phenyl)amino)-methyl)cyclohexyl)carbamate C(#N)C=1C=C(C=CC1N1CC(OC(C1)C)C)NCC1CCC(CC1)NC(OC(C)(C)C)=O